3-(2-(3-Bromophenyl)-3-oxoindolin-2-yl)-4-hydroxy-1-methylpyrrolidine-2,5-dione BrC=1C=C(C=CC1)C1(NC2=CC=CC=C2C1=O)C1C(N(C(C1O)=O)C)=O